ethyl 4-dimethylamino-α-cyanocinnamate CN(C1=CC=C(C=C(C(=O)OCC)C#N)C=C1)C